CNC(=O)C1(CNC1)C N,3-dimethylazetidine-3-carboxamide